N-(4-(bicyclo[3.1.1]heptan-3-yloxy)-3,5-difluorophenyl)-5-(2-fluoroethyl)-2-(pyrrolidin-1-yl)oxazole-4-carboxamide C12CC(CC(C1)C2)OC2=C(C=C(C=C2F)NC(=O)C=2N=C(OC2CCF)N2CCCC2)F